ethyl 2-(6-bromo-4,7-dimethyl-2H-indazol-2-yl)-2-((R)-6-fluoro-6,7-dihydro-5H-pyrrolo[1,2-c]imidazol-1-yl)acetate BrC=1C=C(C2=CN(N=C2C1C)C(C(=O)OCC)C1=C2N(C=N1)C[C@@H](C2)F)C